COC1=CC=C(CN2C(C3=CC=CC=C3C2=O)CC=2C(=NC=NC2C)C#N)C=C1 5-((2-(4-methoxybenzyl)-3-oxoisoindolin-1-yl)methyl)-6-methylpyrimidine-4-carbonitrile